ClC=1C=C2C(N3C(=NC2=CC1OC)[C@H]1CCCN([C@@H]1CC3)CCO)=O |r| (±)-(4aR,13bS)-10-chloro-4-(2-hydroxyethyl)-11-methoxy-1,2,3,4,4a,5,6,13b-octahydro-8H-[1,6]naphthyridino[5,6-b]quinazolin-8-one